N-(6-((3S,4s,5R)-4-hydroxy-3,4,5-trimethylpiperidin-1-yl)-2-methylpyrimidin-4-yl)-6-(1-(2,2,2-trifluoroethyl)-1H-pyrazol-4-yl)picolinamide OC1([C@H](CN(C[C@H]1C)C1=CC(=NC(=N1)C)NC(C1=NC(=CC=C1)C=1C=NN(C1)CC(F)(F)F)=O)C)C